3-(5-(6-amino-4,5-dimethylpyridin-2-yl)-4,6-difluoro-1-oxoisoindolin-2-yl)piperidine-2,6-dione NC1=C(C(=CC(=N1)C=1C(=C2CN(C(C2=CC1F)=O)C1C(NC(CC1)=O)=O)F)C)C